2-[4-[5-[(1R)-1-[[(S)-tert-butylsulfinyl]amino]ethyl]-2,3-dimethoxy-phenyl]pyrazol-1-yl]acetic acid C(C)(C)(C)[S@](=O)N[C@H](C)C=1C=C(C(=C(C1)C=1C=NN(C1)CC(=O)O)OC)OC